COC(=O)C=1C(=NC=CC1C(=O)OC)Cl 2-chloropyridine-3,4-dicarboxylic acid dimethyl ester